FC(C(=O)O)(F)F.C(#N)C1(CC1)NCC(CC(C=O)C1=CC(=CC=2OC3=C(C21)C=C(C=C3)N3C(CN(CC3)C)=O)C(=O)N)C 1-(((1-cyanocyclopropyl)amino)-4-methyl-1-oxopentan-2-yl)-8-(4-methyl-2-oxopiperazin-1-yl)dibenzo[b,d]furan-3-carboxamide trifluoroacetate